N[C@H]1CS(C2=C(N(C1=O)CC1=CC(=C(C=C1)S(=O)(=O)C)F)C=C(C(=C2)F)C=2OC(=NN2)C(C)(C)C)(=O)=O (3R)-3-amino-7-(5-tert-butyl-1,3,4-oxadiazol-2-yl)-8-fluoro-5-[(3-fluoro-4-methylsulfonyl-phenyl)methyl]-1,1-dioxo-2,3-dihydro-1lambda6,5-benzothiazepin-4-one